N-Acetyl-Glucosamine C(C)(=O)N[C@H]1C(O)O[C@@H]([C@H]([C@@H]1O)O)CO